C(C)OC(C#CC#C[Si](C(C)C)(C(C)C)C(C)C)OCC (5,5-diethoxypenta-1,3-diyn-1-yl)triisopropylsilane